tert-butyl (S)-2-((((9H-fluoren-9-yl)methoxy)carbonyl)amino)-4-(5-cyanothiophen-3-yl)butanoate C1=CC=CC=2C3=CC=CC=C3C(C12)COC(=O)N[C@H](C(=O)OC(C)(C)C)CCC1=CSC(=C1)C#N